FC=1C=C(C=C(C1)F)[C@@H](C)NC=1C=C2C(=NNC2=CC1)\C=C\C1=NC=CN=C1 (R,E)-N-(1-(3,5-difluorophenyl)ethyl)-3-(2-(pyrazin-2-yl)vinyl)-1H-indazol-5-amine